N1=C(N=CC=C1)N1C=CC2=C(C=CC=C12)OCC1=CC=CC=C1 1-(2-pyrimidyl)-4-benzyloxyindole